3''-chloro-4''-((3-fluoropyridin-2-yl)methoxy)-3-(2-hydroxypropan-2-yl)-5',6''-dimethyl-2H,2''H-[1,2':4',1''-terpyridine]-2,2''-dione ClC=1C(N(C(=CC1OCC1=NC=CC=C1F)C)C1=CC(=NC=C1C)N1C(C(=CC=C1)C(C)(C)O)=O)=O